potassium 4-amino-3,6-dichloropyridine-2-carboxylate NC1=C(C(=NC(=C1)Cl)C(=O)[O-])Cl.[K+]